1,4-dichloro-6,7-dihydro-5H-pyrrolo[3,4-d]pyridazine monohydrochloride Cl.ClC1=NN=C(C2=C1CNC2)Cl